6-(3-ethyl-5-(piperidin-4-yl)-1H-indol-2-yl)-8-methyl-[1,2,4]triazolo[1,5-a]pyridine C(C)C1=C(NC2=CC=C(C=C12)C1CCNCC1)C=1C=C(C=2N(C1)N=CN2)C